2,5-bis(3-dodecylthiophen-2-yl)thiophene (bis(3-amino-3-methylbutyl)amino)-4-oxobutanoate dihydrochloride Cl.Cl.NC(CCN(CCC(C)(N)C)C(C(=O)O)CC=O)(C)C.C(CCCCCCCCCCC)C1=C(SC=C1)C=1SC(=CC1)C=1SC=CC1CCCCCCCCCCCC